BrC=1C=CC=C(C1)O 5-bromo-phenol